[Br-].OC1=CC(=CC=2C(C3=CC(=CC(=C3C(C12)=O)O)C)=O)OCCCCCCCCCC[P+](C1=CC=CC=C1)(C1=CC=CC=C1)C1=CC=CC=C1 {10-[(4,5-dihydroxy-7-methyl-9,10-anthraquinone-2-yl)oxy]decyl}triphenyl-phosphonium bromide